tert-butyl (S)-4-(4-chloro-3-(1H-1,2,3-triazol-1-yl)phenyl)-2,2-dimethyloxazolidine-3-carboxylate ClC1=C(C=C(C=C1)[C@@H]1N(C(OC1)(C)C)C(=O)OC(C)(C)C)N1N=NC=C1